6-tert-Butyl-5-(3,4-dichlorophenyl)-4-(2-(trifluoromethoxy)phenoxy)thieno[2,3-d]pyrimidine C(C)(C)(C)C1=C(C2=C(N=CN=C2OC2=C(C=CC=C2)OC(F)(F)F)S1)C1=CC(=C(C=C1)Cl)Cl